ClCCCCCCCCC[Si](OC)(OC)OC (chlorononyl)(trimethoxy)silane